((6-chloro-7-methoxy-2-methyl-3-(4-(4-(trifluorometh-oxy)phenoxy)phenyl)quinolin-4-yl)oxy)methyl (4Z,7Z,10Z,13Z,16Z,19Z)-docosa-4,7,10,13,16,19-hexaenoate C(CC\C=C/C\C=C/C\C=C/C\C=C/C\C=C/C\C=C/CC)(=O)OCOC1=C(C(=NC2=CC(=C(C=C12)Cl)OC)C)C1=CC=C(C=C1)OC1=CC=C(C=C1)OC(F)(F)F